3-((3-(4'-((S)-4-hydroxy-3-(2-((S)-1-hydroxyethyl)-1H-imidazol-1-yl)but-1-yn-1-yl)-[1,1'-biphenyl]-4-yl)cyclobutyl)amino)-2-methylpropanoic acid OC[C@H](C#CC1=CC=C(C=C1)C1=CC=C(C=C1)C1CC(C1)NCC(C(=O)O)C)N1C(=NC=C1)[C@H](C)O